3-methyl-7-(2-butyn-1-yl)-8-(3-(R)-aminopiperidin-1-yl)-xanthin CN1C(NC(C=2N(C(=NC12)N1C[C@@H](CCC1)N)CC#CC)=O)=O